CS(=O)(=O)NC=1C=NC2=CC(=NC(=C2C1)OC1CCC(CC1)NC1=NC=C(C=N1)OCCNC([O-])=O)N1CCOCC1 [2-[2-[[4-[[3-(methanesulfonamido)-7-morpholino-1,6-naphthyridin-5-yl]oxy]cyclohexyl]amino]pyrimidin-5-yl]oxyethyl]carbamate